ON=CC(=O)[O-] 2-hydroxyimino-acetate